C(#N)CC1=CC=C(C=C1)NC(=O)[C@H]1[C@@H](CC[C@H](C1)C)C(C)C (1R,2S,5R)-N-(4-(cyanomethyl)phenyl)-2-isopropyl-5-methylcyclohexanecarboxamide